C1(=C(C=CC=C1)C=CC(C)(C)P=C1NC=CC=C1)C=CC(C)(C)P=C1NC=CC=C1 2,2'-[1,2-Phenylenebis[methylene[(1,1-dimethylethyl)phosphinidene]]]bis[pyridine]